C1(CCCCC1)C1=CC=C(C=C1)C(CCC(=O)C1=CC=C(C=C1)C1CCCCC1)=O 1,4-bis(4-cyclohexylphenyl)butane-1,4-dione